Glycine-amid NCC(=O)N